C1(CCC1)NC1=C(C(=O)O)C=CC(=C1)C1N(CCN(C1)CC(F)F)CC1=C2C=CNC2=C(C=C1OC)C 2-(Cyclobutylamino)-4-(4-(2,2-difluoroethyl)-1-((5-methoxy-7-methyl-1H-indol-4-yl)methyl)piperazin-2-yl)benzoic acid